C(C#CCO)O but-2-yne-1,4-diol